ClC=1C(=NC=CC1)O[C@H]1C[C@@H](N(CC1)C(CN1N=C(C2=C1CCC2)C(=O)N2C[C@@H]([C@@H](CC2)O)F)=O)C 1-((2S,4R)-4-((3-chloropyridin-2-yl)oxy)-2-methylpiperidin-1-yl)-2-(3-((3S,4R)-3-fluoro-4-hydroxypiperidine-1-carbonyl)-5,6-dihydrocyclopenta[c]pyrazol-1(4H)-yl)ethanone